(6aR)-7-propyl-4,6,6a,7,8,9-hexahydroindolo[4,3-fg]quinoline-9-carboxylic acid C(CC)N1CC(C=C2C3=C4C(C[C@@H]12)=CNC4=CC=C3)C(=O)O